11-(difluoromethoxy)-9-methoxy-2-oxo-1,2,5,6-tetrahydropyrido[2',1':2,3]imidazo[4,5-h]quinoline-3-carboxylic acid FC(OC1=CC(=CN2C1=NC1=C2CCC=2C=C(C(NC12)=O)C(=O)O)OC)F